(E)-N'-(3,5-dibromobenzylidene)-6-(4-methoxyphenyl)pyrazine-2-carbohydrazide BrC=1C=C(\C=N\NC(=O)C2=NC(=CN=C2)C2=CC=C(C=C2)OC)C=C(C1)Br